NC1=CC(=C(C=C1)S(=O)(=O)NC1=CC(=C(C=C1)F)OC(F)(F)F)OCC 4-amino-2-ethoxy-N-(4-fluoro-3-(trifluoromethoxy)phenyl)benzenesulfonamide